2-(4,5-diphenyloxazol-2-yl)sulfanyl-N-methylbutanamide C1(=CC=CC=C1)C=1N=C(OC1C1=CC=CC=C1)SC(C(=O)NC)CC